tert-Butyl 3-aminobenzoate NC=1C=C(C(=O)OC(C)(C)C)C=CC1